COC1=C(C=CC=C1)C(C#N)CCCCC 2-methoxy-α-pentylphenylacetonitrile